tert-butyl (7R)-7-(2-amino-5-methoxycarbonyl-anilino)-5-azaspiro[2.4]heptane-5-carboxylate NC1=C(N[C@H]2CN(CC23CC3)C(=O)OC(C)(C)C)C=C(C=C1)C(=O)OC